FCC(C)(C)C 3-fluoro-2,2-dimethylpropan